C(C)N(CCNC(=O)C=1C(=C(NC1C)\C=C\1/C(N(C2=CC=C(C=C12)F)C(CNC(OC(C)(C)C)=O)=O)=O)C)CC tert-butyl (Z)-(2-(3-((4-((2-(diethylamino)ethyl)carbamoyl)-3,5-dimethyl-1H-pyrrol-2-yl)methylene)-5-fluoro-2-oxoindolin-1-yl)-2-oxoethyl)carbamate